N-(4-([1,2,4]triazolo[1,5-a]pyridin-7-yloxy)-3-methylphenyl)-5-(((1R,3S,5S)-8-methyl-8-azabicyclo[3.2.1]oct-3-yl)oxy)quinazolin-4-amine N=1C=NN2C1C=C(C=C2)OC2=C(C=C(C=C2)NC2=NC=NC1=CC=CC(=C21)OC2C[C@H]1CC[C@@H](C2)N1C)C